O=C1N([C@H]2[C@H](O)[C@H](O)[C@@H](CO)O2)C2=NC(=NC(C2=N1)=O)N 8-oxoguanosine